C(=O)C=1N(C=CC1)CCC(=O)OC methyl 3-(2-formylpyrrol-1-yl)propanoate